C(C)OC(CCC1CC2(CN(C2)C(=O)OC(C)(C)C)C1)=O tert-butyl 6-(3-ethoxy-3-oxopropyl)-2-azaspiro[3.3]heptane-2-carboxylate